N-(3-bromo-4-fluorophenyl)-4-((1,1-dihydroxyisothiazolidin-5-yl)methoxy)-N'-hydroxy-1,2,5-oxadiazole BrC=1C=C(C=CC1F)N1ON(C(=C1)OCC1CCNS1(O)O)O